indole-carboxylate N1C(=CC2=CC=CC=C12)C(=O)[O-]